C(C)OC(=O)C1CCN(CC1)CCN 1-(2-Aminoethyl)piperidine-4-carboxylic acid ethyl ester